BrC=1C=C(C=CC1F)C(C(F)(F)F)(C)O 2-(3-bromo-4-fluorophenyl)-1,1,1-trifluoropropan-2-ol